FC1(CC(CCC1)C(C)NC(OCC1=CC=CC=C1)=O)F benzyl (1-(3,3-difluorocyclohexyl)ethyl)carbamate